tert-butyl 4-hydroxy-4-thiazol-2-yl-piperidine-1-carboxylate OC1(CCN(CC1)C(=O)OC(C)(C)C)C=1SC=CN1